1-((2R,3S)-3-hydroxybutan-2-yl)-N-((5-phenyl-1,3,4-thiadiazol-2-yl)methyl)-1H-1,2,3-triazole-4-carboxamide O[C@H]([C@@H](C)N1N=NC(=C1)C(=O)NCC=1SC(=NN1)C1=CC=CC=C1)C